FC1=C(C(=CC(=C1)N1CC(C1)NC=1OC(=NN1)C=1C=NC=CC1)F)C1C(NC(CC1)=O)=O 3-(2,6-difluoro-4-(3-((5-(pyridin-3-yl)-1,3,4-oxadiazol-2-yl)amino)azetidin-1-yl)phenyl)piperidine-2,6-dione